tert-butyl N-[2-[2-(3-bromoprop-2-ynoxy)ethoxy]ethyl]carbamate BrC#CCOCCOCCNC(OC(C)(C)C)=O